ClC=1C=C(C=CC1Cl)N1CCN(CC1)CCCC(C(=O)O)CCCC 3-(4-(3,4-dichlorophenyl)piperazin-1-yl)propylhexanoic acid